[Ca].FC1=CC=C(C=C1)C=1N(C(=C(C1C1=CC=CC=C1)C(NC1=CC=CC=C1)=O)C(C)C)CC[C@H](C[C@H](CC(=O)O)O)O (3R,5R)-7-[2-(4-fluorophenyl)-5-isopropyl-3-phenyl-4-(phenylcarbamoyl)pyrrol-1-yl]-3,5-dihydroxyheptanoic acid calcium